tert-butyl N-[[2-[6-(2,2-difluoro-1-methyl-cyclopropyl)-2-pyridyl]-1,6-naphthyridin-7-yl]methyl]carbamate FC1(C(C1)(C)C1=CC=CC(=N1)C1=NC2=CC(=NC=C2C=C1)CNC(OC(C)(C)C)=O)F